C(C)(C)(C)C1=CN=CN1 5-(tert-butyl)-1H-imidazole